gamma-(methacryloxy)propyl-methyl-diethoxysilane C(C(=C)C)(=O)OCCC[Si](OCC)(OCC)C